6-tert-butyl-4-oxo-2-(2,2,2-trifluoroethoxy)-4H-chromen-8-carbaldehyde C(C)(C)(C)C=1C=C2C(C=C(OC2=C(C1)C=O)OCC(F)(F)F)=O